methyl 3-(benzyloxy)-4,5-dimethoxybenzoate C(C1=CC=CC=C1)OC=1C=C(C(=O)OC)C=C(C1OC)OC